8-(4-Methoxycarbonyl-3-methyl-5-morpholin-4-ylphenyl)-2,4-dihydro-1,3-benzoxazine-3-carboxylic acid tert-butyl ester C(C)(C)(C)OC(=O)N1COC2=C(C1)C=CC=C2C2=CC(=C(C(=C2)N2CCOCC2)C(=O)OC)C